FC=1C(=C2C(=NC1C1=CC=CC=C1)C1=C(O2)C=CC=C1)C1=C(C=CC=C1)C 3-fluoro-2-phenyl-4-(2-methylphenyl)benzofuro[3,2-b]Pyridine